CC1=CNC2=NC=C(C=C21)C=2C=C1CCN(CC1=C(C2)[C@H]2NCCC2)C(=O)OC2CC2 (S)-cyclopropyl 6-(3-methyl-1H-pyrrolo[2,3-b]pyridin-5-yl)-8-(pyrrolidin-2-yl)-3,4-Dihydroisoquinoline-2(1H)-carboxylate